COC1=CC=C(C=C1)C=1N=C(SC1)NC=1C=C(C=CC1)C1(N=CN(S(C1)(=O)=O)C)C 5-(3-((4-(4-methoxyphenyl)thiazol-2-yl)amino)phenyl)-2,5-dimethyl-1,1-dioxo-1,2,4-thiadiazin